OC1CC(C1)OC1=CC=C(C=N1)C=1C=CC=2C3=C(N(C2C1)C(=O)OC(C)(C)C)C=CN=C3 tert-butyl 7-(6-((1s,3s)-3-hydroxycyclobutoxy) pyridin-3-yl)-5H-pyrido[4,3-b]indole-5-carboxylate